N-benzyl-2-(4,4-difluoropiperidin-1-yl)-6-methoxy-7-(3-(pyrrolidin-1-yl)propoxy)quinazolin-4-amine C(C1=CC=CC=C1)NC1=NC(=NC2=CC(=C(C=C12)OC)OCCCN1CCCC1)N1CCC(CC1)(F)F